NC=1C=C(C=C(C1)C(F)(F)F)C(C)NC=1N=C(NC1)C 4-((1-(3-amino-5-(trifluoromethyl)phenyl)ethyl)amino)-2-methylimidazole